FC=1C=C(C=CC1OC)C1=NC=C(C=N1)CO (2-(3-fluoro-4-methoxyphenyl)pyrimidin-5-yl)methanol